5,6-dihydro-4H-pyrrolo[1,2-b]pyrazole-3-carboxylic acid ethyl ester C(C)OC(=O)C1=C2N(N=C1)CCC2